CN1CC2N(C(C1)C2)C=2C=CC=1C3(C4=CC=C(C=C4OC1C2)N2C1CN(CC2C1)C)OC(C1=CC=C(C=C13)C(=O)O)=O 3',6'-bis(3-methyl-3,6-diazabicyclo[3.1.1]heptan-6-yl)-3-oxo-3H-spiro[isobenzofuran-1,9'-xanthene]-6-carboxylic acid